C(C1=CC=CC=C1)C(CC1=CC=C(C=C1)N1CCOCC1)(CC)N(C)C 2-Benzyl-2-dimethylamino-1-(4-morpholinophenyl)-butan